N-(2-fluoro-5-{[6-(2-fluoro-3-methoxyphenyl)pyridin-2-yl]oxy}phenyl)acetamide FC1=C(C=C(C=C1)OC1=NC(=CC=C1)C1=C(C(=CC=C1)OC)F)NC(C)=O